NC1=CC=C2CC\3C(OC(/C3=C/O[C@H]3OC(C(=C3)C)=O)=O)C2=C1 (±)-(E)-7-amino-3-((((S)-4-methyl-5-oxo-2,5-dihydrofuran-2-yl)oxy)methylene)-3,3a,4,8b-tetrahydro-2H-indeno[1,2-b]furan-2-one